OC1(CCN(CC1)C1=CC(=C(C=C1)NC=1C=CC2=C(OCC(N2)=O)C1)C)C 7-((4-(4-Hydroxy-4-methylpiperidin-1-yl)-2-methylphenyl)amino)-2H-benzo[b][1,4]oxazin-3(4H)-one